BrC1=CN=C(C2=CN=C(C=C12)Cl)OC1CN(C1)S(=O)(=O)C 4-bromo-6-chloro-1-((1-(methylsulfonyl)azetidin-3-yl)oxy)-2,7-naphthyridine